1-(p-tolyl)-1H-tetrazole-5-thiol C1(=CC=C(C=C1)N1N=NN=C1S)C